OC1=CC(=C(C=C1)C=1[Se]C(=CC1)C1=C(C=C(C=C1)O)Cl)Cl 2,5-bis(4-hydroxy-chlorophenyl)-selenophene